bromo-N,N-bis(4-methoxybenzyl)-2-(2-methoxyethoxy)imidazo[2,1-f][1,2,4]triazin-4-amine BrC=1N=C2C(=NC(=NN2C1)OCCOC)N(CC1=CC=C(C=C1)OC)CC1=CC=C(C=C1)OC